FC(F)(F)SCC ethyl trifluoromethyl sulfide